CC=1C=CC=C2C=CC=C(C12)C1=C(C=CC=C1O)O 2-(8-methylnaphthalen-1-yl)benzene-1,3-diol